4-methyl-2-(trifluoromethyl)piperazin CN1CC(NCC1)C(F)(F)F